1-methyl-1H-imidazole-5-carbonitrile CN1C=NC=C1C#N